ethyl 2-(2-chloroquinazolin-4-yl)acetate ClC1=NC2=CC=CC=C2C(=N1)CC(=O)OCC